C(C1=CC=CC=C1)SC=1C=C(C(=NC1)CN1C(N(C=2C=NC(=C(C21)C2=CC=CC=C2)C)C)=O)F 1-((5-(benzylthio)-3-fluoropyridin-2-yl)methyl)-3,6-dimethyl-7-phenyl-1,3-dihydro-2H-imidazo[4,5-c]pyridin-2-one